BrC1=C(C(=C(C(=C1O)Br)Br)C(C)(C)C1=CC=C(C=C1)O)Br Tetra-bromo-bisphenol A